Pentylacrylat C(CCCC)OC(C=C)=O